CC1=NC2=C3C(=CC=C2C1(C)C)C=CC=C3 2,3,3-trimethyl-3H-benzindole